FC1=CC(=CC2=C1NC(=N2)C2=CC(=NN2C)N)OC 5-(7-fluoro-5-methoxy-1H-benzimidazol-2-yl)-1-methyl-pyrazol-3-amine